N-[4-[2-(3-amino-6-fluoro-2-pyridyl)ethynyl]-2-pyridyl]-2,2-dimethyl-propanamide NC=1C(=NC(=CC1)F)C#CC1=CC(=NC=C1)NC(C(C)(C)C)=O